FC=1C2=C(C=NC1)C=CN2 7-fluoro-1H-pyrrolo[3,2-c]pyridine